BrC1=CC=C(OCC=2N=NN(C2)C2=C(C(=O)N)C=C(C(=C2)F)F)C=C1 2-[4-[(4-bromophenoxy)methyl]-1H-1,2,3-triazol-1-yl]-4,5-difluorobenzamide